2-(1-methyl-1H-pyrazol-4-yl)-7-(3-(methylthio)phenyl)furo[3,2-b]pyridine CN1N=CC(=C1)C1=CC2=NC=CC(=C2O1)C1=CC(=CC=C1)SC